4-[2-[(tert-butyldimethylsilyl)oxy]ethyl]-3-chloroaniline [Si](C)(C)(C(C)(C)C)OCCC1=C(C=C(N)C=C1)Cl